S(=O)([O-])[O-].[Ca+2].S(=O)([O-])O.[K+] potassium sulfite calcium sulfite